tert-Butyl 6-[3-[2-[tert-butyl(dimethyl)silyl]oxy-2-dispiro[2.0.2.1]heptan-7-yl-ethoxy]pyrazol-1-yl]-2-chloro-pyridine-3-carboxylate [Si](C)(C)(C(C)(C)C)OC(COC1=NN(C=C1)C1=CC=C(C(=N1)Cl)C(=O)OC(C)(C)C)C1C2(C13CC3)CC2